chlorosilicate lead-lead [Pb+2].[Pb+2].[Si]([O-])([O-])([O-])Cl